13-chloro-4-fluoro-14-hydroxy-16,16-dioxo-9-oxa-16λ6-thia-17,20-diazatetracyclo[16.3.1.111,15.02,7]tricosa-1(21),2(7),3,5,11,13,15(23),18(22),19-nonaen-10-one ClC=1C=C2C(OCC=3C=CC(=CC3C3=CN=CC(NS(C(C1O)=C2)(=O)=O)=C3)F)=O